[C].CNC dimethylamine carbon